N1C(=NC2=C1C=CC=C2)CNC2=NC(=NC=1N2N=CC1CC)N1CCN(CC1)C N-(1H-benzimidazol-2-ylmethyl)-8-ethyl-2-(4-methylpiperazin-1-yl)pyrazolo[1,5-a][1,3,5]triazin-4-amine